5,5',6,6',7,7',8,8'-Octahydro-1,1'-bi-2-naphthol C1CCC2=C(C1)C=CC(=C2C3=C(C=CC4=C3CCCC4)O)O